C(C1=C(C(=CC(=C1)C(C)(C)CC(C)(C)C)N1N=C2C(=N1)C=CC=C2)O)C2=C(C(=CC(=C2)C(C)(C)CC(C)(C)C)N2N=C1C(=N2)C=CC=C1)O 2,2'-methylene-bis(4-t-octyl-(6-2H-benzotriazol-2-yl)phenol)